ClC1=C2C(C(NC2=CC=C1F)=O)=O 4-chloro-5-fluoroindole-2,3-dione